FC(C1=C(C(=CC=C1)C(F)(F)F)N)(F)F 2,6-di(trifluoromethyl)phenylamine